C(#N)C=1C=2N(C=CC1C1CC1)C(=CN2)S(=O)(=O)NC=2C(=NC(=C(C2)F)OCC(F)F)OC 8-cyano-7-cyclopropyl-N-[6-(2,2-difluoroethoxy)-5-fluoro-2-methoxy-3-pyridinyl]imidazo[1,2-a]pyridine-3-sulfonamide